COC=CCC (S)-methoxybutene